(aminophenyl)-aminopyridine NC1=C(C=CC=C1)C=1C(=NC=CC1)N